[Fe].NC=1C(=CC(=NC1)Cl)NC=1C=CC(=NC1)NC(OC)=O methyl N-[5-[(5-amino-2-chloro-4-pyridyl)amino]-2-pyridyl]carbamate Iron